N1=CNC2=NC=CC(=C21)C=2C=NN(C2)C2=NC=CC=C2C#N (4-(3H-imidazo[4,5-b]pyridin-7-yl)-1H-pyrazol-1-yl)pyridine-3-carbonitrile